ClC1=CC(=C(C(=O)NCCCCCCCC(=O)O)C=C1)O 8-(4-chloro-2-hydroxybenzoamido)octanoic acid